(3R)-3-amino-3-methyl-piperidine-2,6-dione hydrobromide Br.N[C@]1(C(NC(CC1)=O)=O)C